[N+](=O)([O-])C=1C=C(C=C(C1)C1=CC=CC=2N1N=CC2C(=O)N2CCCCC2)C2=NOC(N2)=O 3-(3-nitro-5-(3-(piperidine-1-carbonyl)pyrazolo[1,5-a]pyridin-7-yl)phenyl)-1,2,4-oxadiazol-5(4H)-one